FC(C(C(C(C(C(C(C(S(=O)(=O)[O-])(F)F)(F)F)(F)F)(F)F)(F)F)(F)F)(F)F)(F)F.[Sc+3].FC(C(C(C(C(C(C(C(S(=O)(=O)[O-])(F)F)(F)F)(F)F)(F)F)(F)F)(F)F)(F)F)(F)F.FC(C(C(C(C(C(C(C(S(=O)(=O)[O-])(F)F)(F)F)(F)F)(F)F)(F)F)(F)F)(F)F)(F)F Scandium (III) heptadecafluorooctanesulfonate